1-(3-amino-6-(2,5-dimethyl-1,2,3,4-tetrahydroisoquinolin-7-yl)pyrazin-2-yl)-N-(2-chloro-4-fluorobenzyl)-1H-pyrazole-4-carboxamide NC=1C(=NC(=CN1)C1=CC(=C2CCN(CC2=C1)C)C)N1N=CC(=C1)C(=O)NCC1=C(C=C(C=C1)F)Cl